N(=[N+]=[N-])C(CC[Si](C1=CC=CC=C1)(C)C)CC1=CC=CC2=CC=CC=C12 (3-azido-4-(naphthalen-1-yl)butyl)dimethyl-(phenyl)silane